CC1=NC(=CC(=C1)C=1C=CC=C(C1)C1=CC=C(C=C1)N1C2=CC=C(C=C2C=2C=C(C=CC12)C1=CC=CC=C1)C1=CC=CC=C1)C 5-(2,6-dimethylpyridin-4-yl)-4'-(3,6-diphenyl-9H-carbazol-9-yl)-[1,1'-biphenyl]